FC=1C=C(C=C(C1)F)C1N=C(CC1)OC (3,5-difluorophenyl)-5-methoxy-3,4-dihydro-2H-pyrrole